5-(1-(piperazin-1-yl)ethyl)benzo[D]thiazole N1(CCNCC1)C(C)C=1C=CC2=C(N=CS2)C1